COC1=C(C(=CC=C1)OC)C1=CNC2=NC(=CC=C21)NC(=O)[C@@H]2CC21CN(C1)C (1R)-N-[3-(2,6-dimethoxyphenyl)-1H-pyrrolo[2,3-b]pyridin-6-yl]-5-methyl-5-azaspiro[2.3]hexane-1-carboxamide